FC=1C=C(CN2CC=3C(N(C=4N(C3CC2)C=CN4)CC4=CC=C(C=C4)C(F)(F)F)=O)C=CC1 7-(3-fluorobenzyl)-4-(4-trifluoromethylbenzyl)-6,7,8,9-tetrahydroimidazo[1,2-a]pyrido[3,4-e]pyrimidine-5(4H)-one